N-(allyl(methyl)(oxo)-λ6-sulfaneylidene)-4-(5-(trifluoromethyl)-1,2,4-oxadiazol-3-yl)benzamide C(C=C)S(=NC(C1=CC=C(C=C1)C1=NOC(=N1)C(F)(F)F)=O)(=O)C